BrC=1C(=NC(=NC1)Cl)NC1=C(C=CC=C1)P(C)(C)=O (2-((5-bromo-2-chloropyrimidin-4-yl)amino)phenyl)dimethyl-phosphine oxide